3-(tert-butyl)-3-hydroxy-1-methyl-1,3-dihydro-2H-pyrrolo[2,3-b]pyridin-2-one C(C)(C)(C)C1(C(N(C2=NC=CC=C21)C)=O)O